Cl.NC12CC3(C[C@@H](C[C@H](C1)C3)C2)O (1S,3R,5R,7S)-3-aminoadamantan-1-ol hydrochloride